2-((2-(2,6-dioxopiperidin-3-yl)-1,3-dioxoisoindolin-4-yl)thio)-N-(3-((3aR,4R,9bR)-4-(hydroxymethyl)-1-tosyl-2,3,3a,4,5,9b-hexahydro-1H-pyrrolo[3,2-c]quinolin-8-yl)phenyl)acetamide O=C1NC(CCC1N1C(C2=CC=CC(=C2C1=O)SCC(=O)NC1=CC(=CC=C1)C1=CC=2[C@H]3[C@@H]([C@@H](NC2C=C1)CO)CCN3S(=O)(=O)C3=CC=C(C)C=C3)=O)=O